ClC=1C(=NC=CC1C1=C(C(=CC=C1)NC1=NC=CC(=C1F)CCNCCO)Cl)C1=CC(=C(CCNC[C@@H]2CCC(N2)=O)C=C1)OC (S)-5-(((4-(3-chloro-4-(2-chloro-3-((3-fluoro-4-(2-((2-hydroxyethyl)amino)ethyl)pyridin-2-yl)amino)phenyl)pyridin-2-yl)-2-methoxyphenethyl)amino)methyl)pyrrolidin-2-one